5-amino-7-(2-(4-(5-fluoro-2-methylpyridin-4-yl)piperazin-1-yl)ethyl)-9-methyl-2-(pyridin-2-yl)-7H-pyrrolo[3,2-e][1,2,4]triazolo[1,5-c]pyrimidine-8-carboxamide NC1=NC2=C(C=3N1N=C(N3)C3=NC=CC=C3)C(=C(N2CCN2CCN(CC2)C2=CC(=NC=C2F)C)C(=O)N)C